FC=1C(=C2CCC=CC2=C(C1)[N+](=O)[O-])O 6-fluoro-5-hydroxy-8-nitro-3,4-dihydronaphthalen